3-bromo-5-(trifluoromethyl)pyridin-2-ol BrC=1C(=NC=C(C1)C(F)(F)F)O